O=C1NC(CCC1C1=NN(C2=CC(=CC=C12)N1C(C[C@H]([C@H](C1)C)N(C(OC(C)(C)C)=O)C)=O)C)=O tert-butyl ((4R,5S)-1-(3-(2,6-dioxopiperidin-3-yl)-1-methyl-1H-indazol-6-yl)-5-methyl-2-oxopiperidin-4-yl)(methyl)carbamate